(S)-2-(2-(8-(2-(4-(2-(4-(4-chlorophenyl)-2,3,9-trimethyl-6H-thieno[3,2-f][1,2,4]triazolo[4,3-a][1,4]diazepin-6-yl)acetyl)piperazin-1-yl)ethoxy)naphthalen-2-yl)thiazol-4-yl)acetic acid ClC1=CC=C(C=C1)C1=N[C@H](C=2N(C3=C1C(=C(S3)C)C)C(=NN2)C)CC(=O)N2CCN(CC2)CCOC=2C=CC=C3C=CC(=CC23)C=2SC=C(N2)CC(=O)O